(1,1,1-trifluoro-2-methylpropan-2-yl)cyclohexane-1,4-diamine FC(C(C)(C)C1(CCC(CC1)N)N)(F)F